FC(OC1=CC=C(C=C1)C1=NOC(=C1)CO[C@@H]([C@@](CN1N=CN=C1)(O)C1=C(C=C(C=C1)F)F)C)(F)F (2R,3R)-3-((3-(4-trifluoromethoxyphenyl)isoxazol-5-yl)-methoxy)-2-(2,4-difluorophenyl)-1-(1H-1,2,4-triazol-1-yl)butan-2-ol